FC1=CC=C(C=C1)NC(N[C@@H]1C(N(C[C@H]1C1=CC=C(C=C1)OC)C(C(=O)NC)C)=O)=O |o1:10,14| (-)-2-{(3S*,4R*)-3-[3-(4-Fluorophenyl)ureido]-4-(4-methoxyphenyl)-2-oxopyrrolidin-1-yl}-N-methylpropionamide